O1C(=NCC1)[C@H]([C@H](CC)C)NC(C)=O N-((1S,2S)-1-(4,5-dihydrooxazol-2-yl)-2-methylbutyl)-acetamide